3-amino-6-methyl-N-(3-(2-methylpyridin-4-yl)-4-(piperazin-1-yl)phenethyl)thieno[2,3-b]pyridine-2-carboxamide NC1=C(SC2=NC(=CC=C21)C)C(=O)NCCC2=CC(=C(C=C2)N2CCNCC2)C2=CC(=NC=C2)C